FC([C@@H](CC)NN)(F)F |r| R and S-(1,1,1-trifluorobutan-2-yl)hydrazine